tert-Butyl 4-(2-(3-(3-(1-(2-chloro-4-fluorophenyl)cyclopropyl)-1,2,4-oxadiazol-5-yl)-5-(trifluoromethyl)-1H-pyrazol-1-yl)acetyl)piperazine-1-carboxylate ClC1=C(C=CC(=C1)F)C1(CC1)C1=NOC(=N1)C1=NN(C(=C1)C(F)(F)F)CC(=O)N1CCN(CC1)C(=O)OC(C)(C)C